(E,Z)-7,9-Dodecadienyl Acetate C(C)(=O)OCCCCCC\C=C\C=C/CC